C(C)(=O)N1CCCC=2C=C(C=NC12)OCCN1CCC2(CC1)C(NC1=CC=C(C=C12)C#N)=O 1'-{2-[(8-acetyl-5,6,7,8-tetrahydro-1,8-naphthyridin-3-yl)oxy]ethyl}-2-oxo-1,2-dihydrospiro[indole-3,4'-piperidine]-5-carbonitrile